C(/C1=CC=CC=C1)=N\C(C(=O)OC)(CCC(C)(C)C)C methyl (E)-2-(benzylideneamino)-2,5,5-trimethylhexanoate